calcium germinate C1=CC=[Ge](C=C1)C(=O)[O-].C1=CC=[Ge](C=C1)C(=O)[O-].[Ca+2]